2-amino-6-borono-2-(2-(3-(3,4-dichlorophenyl)thioureido)ethyl)hexanoic acid NC(C(=O)O)(CCCCB(O)O)CCNC(=S)NC1=CC(=C(C=C1)Cl)Cl